7-(4-fluorobenzyl)-1-(3-hydroxypropyl)-3-methyl-8-(4-(trifluoromethoxy)phenoxy)-1H-purine-2,6(3H,7H)-dione FC1=CC=C(CN2C(=NC=3N(C(N(C(C23)=O)CCCO)=O)C)OC2=CC=C(C=C2)OC(F)(F)F)C=C1